COC(=O)N1C=NC2=C1C=C(C(=C2)C2=CC=CC=C2)C2=CC=CC=C2 5,6-diphenyl-1H-benzimidazole-1-carboxylic acid methyl ester